(s)-7-ethyl-7-hydroxy-14-(3-hydroxypropyl)-10,13-dihydro-11H-[1,3]dioxolo[4,5-g]pyrano[3',4':6,7]indolizino[1,2-b]quinoline-8,11(7H)-dione C(C)[C@]1(C(OCC=2C(N3CC=4C(=NC=5C=C6C(=CC5C4CCCO)OCO6)C3=CC21)=O)=O)O